(4-bromophenyl)-1,3-dihydro-2H-cyclopenta[b]benzofuran-2,2-dicarboxylate BrC1=CC=C(C=C1)OC(=O)C1(CC2=C(OC3=C2C=CC=C3)C1)C(=O)[O-]